Methyl ((2-amino-6-methylpyridin-3-yl)sulfonyl)-L-prolinate NC1=NC(=CC=C1S(=O)(=O)N1[C@@H](CCC1)C(=O)OC)C